5-(2,4-difluorophenyl)-N-((1-ethylpiperidin-2-yl)methyl)-4-methyl-pyrimidin-2-amine, hydrochloride salt Cl.FC1=C(C=CC(=C1)F)C=1C(=NC(=NC1)NCC1N(CCCC1)CC)C